ClC1=NC=C2C=CC(=NC2=C1)C 7-chloro-2-methyl-1,6-naphthyridine